1-(2,5-dioxo-2,5-dihydro-1H-pyrrol-1-yl)-3-oxo-7,10,13,16,19,22,25,28,31,34,37,40-dodecaoxa-4-azatritetracontan-43-oate O=C1N(C(C=C1)=O)CCC(NCCOCCOCCOCCOCCOCCOCCOCCOCCOCCOCCOCCOCCC(=O)[O-])=O